The molecule is a triterpenoid saponin that has hederagenin as the sapogenin. It has been isolated from the stem barks of Kalopanax pictus. It has a role as an anti-inflammatory agent and a plant metabolite. It is an acetate ester, a pentacyclic triterpenoid, a primary alcohol and a triterpenoid saponin. It derives from a hederagenin. It derives from a hydride of an oleanane. C[C@H]1[C@@H]([C@H]([C@H]([C@@H](O1)O[C@@H]2[C@H](O[C@H]([C@@H]([C@H]2O)O)OC[C@@H]3[C@H]([C@@H]([C@H]([C@@H](O3)OC(=O)[C@@]45CC[C@@]6(C(=CC[C@H]7[C@]6(CC[C@@H]8[C@@]7(CC[C@@H]([C@@]8(C)CO)O[C@H]9[C@@H]([C@H]([C@H](CO9)OC(=O)C)OC(=O)C)O)C)C)[C@@H]4CC(CC5)(C)C)C)O)O)O)CO)O)O)O